BrC(CCCCCCCCCCOC1OCCCC1)C 2-((11-bromododecyl)oxy)tetrahydro-2H-pyran